6-bromo-N-(4-((5-methoxy-2-(piperazin-1-yl)pyrimidin-4-yl)amino)-2-methylphenyl)picolinamide BrC1=CC=CC(=N1)C(=O)NC1=C(C=C(C=C1)NC1=NC(=NC=C1OC)N1CCNCC1)C